BrC1=CC(=CC=C1)C([2H])([2H])Br 1-bromo-3-(bromomethyl-d2)benzene